2-((2-((4-(trifluoromethyl)phenyl)amino)quinazolin-4-yl)amino)ethan-1-ol FC(C1=CC=C(C=C1)NC1=NC2=CC=CC=C2C(=N1)NCCO)(F)F